C(C)(C)(C)OC(=O)N1C2CN(CC1CC2)C=2SC(=NN2)C=2C=NC(=CC2N[C@@H]2COCC2)Cl 3-(5-(6-chloro-4-(((S)-tetrahydrofuran-3-yl)amino)pyridin-3-yl)-1,3,4-thiadiazol-2-yl)-3,8-diazabicyclo[3.2.1]Octane-8-carboxylic acid tert-butyl ester